1,2,2,6,6-pentamethyl-4-piperidyl-1,2,3,4-butanetetracarboxylate CN1C(CC(CC1(C)C)OC(=O)CC(C(CC(=O)[O-])C(=O)[O-])C(=O)[O-])(C)C